ClC1=C(C(=O)O)C=C(C(=N1)SC)F 2-Chloro-5-fluoro-6-(methylthio)nicotinic acid